N1N=C(C=C1)C1=NC=CC(=N1)C(=O)N (1H-pyrazol-3-yl)pyrimidine-4-carboxamide